2-[[2-tert-butoxycarbonyl-5-[3-[[1-[[3-[7-(tert-butoxycarbonylamino)heptanoylamino]phenyl]methylsulfonyl]-4-piperidyl]amino]phenyl]-4-chloro-3-thienyl]oxy]acetic acid C(C)(C)(C)OC(=O)C=1SC(=C(C1OCC(=O)O)Cl)C1=CC(=CC=C1)NC1CCN(CC1)S(=O)(=O)CC1=CC(=CC=C1)NC(CCCCCCNC(=O)OC(C)(C)C)=O